1-[1-(methylamino)ethyl]cyclopropanecarboxylic acid CNC(C)C1(CC1)C(=O)O